ONC(=O)C1=CC2=C(OCC(N2CC2=C(N=C(S2)C)CCC)=O)C=C1 N-hydroxy-4-((2-methyl-4-propylthiazol-5-yl)methyl)-3-oxo-3,4-dihydro-2H-benzo[b][1,4]oxazine-6-carboxamide